benzyl-(2-fluoro-4-nitrophenyl)sulfane C(C1=CC=CC=C1)SC1=C(C=C(C=C1)[N+](=O)[O-])F